1-((S)-1-(2-((S)-Amino(4,4-difluorocyclohexyl)methyl)benzo[d]oxazol-5-yl)-2-methoxyethyl)-5,5-difluorotetrahydropyrimidin-2(1H)-one N[C@H](C=1OC2=C(N1)C=C(C=C2)[C@@H](COC)N2C(NCC(C2)(F)F)=O)C2CCC(CC2)(F)F